FC(C=1C=C(C=C(C1)C(F)(F)F)NC(OC1=CC=CC=C1)=O)(F)F Phenyl (3,5-bis(trifluoromethyl)phenyl)carbamate